C1(CC1)C(=O)NC1=NC=C(C(=O)NC([2H])([2H])[2H])C(=C1)NC1=CN(C2=CC=C(C(=C12)OC)CC)C 6-(Cyclopropanecarboxamido)-4-((5-ethyl-4-methoxy-1-methyl-1H-indol-3-yl)amino)-N-(methyl-d3)nicotinamide